2-((2S)-4-(7-(8-chloro-7-fluoronaphthalen-1-yl)-2-((hexahydroindolizin-8a(1H)-yl)methoxy)-5,6,7,8-tetrahydropyrido[3,4-d]pyrimidin-4-yl)-1-(2-fluoroacryloyl)piperazin-2-yl)acetonitrile ClC=1C(=CC=C2C=CC=C(C12)N1CC=2N=C(N=C(C2CC1)N1C[C@@H](N(CC1)C(C(=C)F)=O)CC#N)OCC12CCCCN2CCC1)F